COC(=O)C1=NC(=C(C=C1)F)C1=C(C(=CC=C1F)OC)F 6-(2,6-difluoro-3-methoxyphenyl)-5-fluoropyridine-2-carboxylic acid methyl ester